[4-(5-chlorooxazolo[4,5-b]pyridin-2-yl)piperazin-1-yl]-[6-methyl-5-[[1-(trifluoromethyl)cyclopropyl]methoxy]-2-pyridyl]methanone ClC1=CC=C2C(=N1)N=C(O2)N2CCN(CC2)C(=O)C2=NC(=C(C=C2)OCC2(CC2)C(F)(F)F)C